tert-butyl (4S)-4-[N-(3-chloro-2-fluoro-4-methylphenyl)-N-methylcarbamoyl]-3-(7-cyclopropyl (1,3-thiazolo[4,5-e]pyridin-5-yl))-2-oxoimidazolidinecarboxylate ClC=1C(=C(C=CC1C)N(C(=O)[C@H]1N(C(N(C1)C(=O)OC(C)(C)C)=O)C1=NC2=C(C(=C1)C1CC1)N=CS2)C)F